N-carboxyl-L-methionine C(=O)(O)N[C@@H](CCSC)C(=O)O